ClC1=CC=2N(C(=N1)SC)N=CN2 7-chloro-5-(methylthio)-[1,2,4]triazolo[1,5-c]pyrimidine